4-((tert-butyldimethylsilyl)oxy)-1-fluoronaphthalen-2-ol [Si](C)(C)(C(C)(C)C)OC1=CC(=C(C2=CC=CC=C12)F)O